O-(cyclohexylmethyl)-N-((S)-2-((S)-2,2-dimethylcyclopropane-1-carbonyl)-6-(thiazole-5-carbonyl)-2,6-diazaspiro[3.4]octane-8-carbonyl)-L-threonine C1(CCCCC1)CO[C@@H]([C@H](NC(=O)[C@@H]1CN(CC12CN(C2)C(=O)[C@@H]2C(C2)(C)C)C(=O)C2=CN=CS2)C(=O)O)C